C(C1=CC=CC=C1)N1CC(CCC1)C1=CC=NC=2N1N=C(C2)C=2C(=NC=CC2)OC 7-(1-Benzylpiperidin-3-yl)-2-(2-methoxypyridin-3-yl)pyrazolo[1,5-a]pyrimidine